2-(2-{4-[(26-amino-3,6,9,12,15,18,21,24-octaoxahexacosan-1-yl)oxy]-3-chlorophenyl}ethyl)-N-cyclohexyl-7-(3,5-dimethyl-1,2-oxazol-4-yl)imidazo[1,2-a]pyridin-3-amine NCCOCCOCCOCCOCCOCCOCCOCCOCCOC1=C(C=C(C=C1)CCC=1N=C2N(C=CC(=C2)C=2C(=NOC2C)C)C1NC1CCCCC1)Cl